C(C)(C)(C)OC(=O)N1CCN(CC1)C=1C=C2C(=CN(C2=CC1)CC(=O)OC(C)(C)C)C(C)=O 4-(3-acetyl-1-(2-(tert-butoxy)-2-oxoethyl)-1H-indol-5-yl)piperazine-1-carboxylic acid tert-butyl ester